5-(Cyclopenten-1-yl)-9-methoxy-12-propan-2-ylidene-8-oxatricyclo[7.3.1.02,7]trideca-2,4,6-trien-3-ol C1(=CCCC1)C1=CC(=C2C3C(CCC(OC2=C1)(C3)OC)=C(C)C)O